CC1(OCC(OC1)COC1=NN=C(S1)N)C 5-((5,5-dimethyl-1,4-dioxan-2-yl)methoxy)-1,3,4-thiadiazol-2-amine